6-bromo-2-methoxyquinoline BrC=1C=C2C=CC(=NC2=CC1)OC